3-(6-(6-(difluoromethyl)imidazo[1,2-b]pyridazin-3-yl)pyrimidin-4-yl)-N-(dimethyl(oxo)-λ6-sulfanylidene)-5-methylbenzamide FC(C=1C=CC=2N(N1)C(=CN2)C2=CC(=NC=N2)C=2C=C(C(=O)N=S(=O)(C)C)C=C(C2)C)F